ClC=1N=C(C=2N(C1)N=CC2O)OCCOC2OCCCC2 6-chloro-4-(2-((tetrahydro-2H-pyran-2-yl)oxy)ethoxy)pyrazolo[1,5-a]pyrazine-3-ol